CN(C)CC1=CC=C(C=C1)[S@@](=O)(N)=NC(NC=1C(=NC=C(C1C(C)C)F)C(C)C)=O (R)-4-((dimethylamino)methyl)-N'-((5-fluoro-2,4-diisopropylpyridin-3-yl)carbamoyl)benzenesulfonimidamide